ClC1=CC(=CC(=N1)N1CCN(CC1)S(=O)(=O)C1=C(C=C(C=C1)NC(C1=CC=CC=C1)=O)OC)C(F)(F)F N-[4-[4-[6-chloro-4-(trifluoromethyl)-2-pyridinyl]piperazin-1-yl]sulfonyl-3-methoxy-phenyl]benzamide